C1(CCCCC1)C[C@H](C(=O)N1C(CC(C1)N1N=NC=C1C(C)(C)O)C(=O)N)NC(C1=CC=C(C=C1)C(=O)N1CCCC1)=O 1-((R)-3-cyclohexyl-2-(4-(pyrrolidine-1-carbonyl)benzamido)propanoyl)-4-(5-(2-hydroxypropan-2-yl)-1H-1,2,3-triazol-1-yl)pyrrolidine-2-carboxamide